4-methoxycinnamic acid amide COC1=CC=C(C=CC(=O)N)C=C1